C(C)(C)N1N=C(C2=NC(=CC(=C21)NCC=2C=NN(C2)C)C=2SC(=CN2)C)C 1-isopropyl-3-methyl-N-[(1-methylpyrazol-4-yl)methyl]-5-(5-methylthiazol-2-yl)pyrazolo[4,3-b]pyridin-7-amine